C1CCC2=C(C=CC=C12)NC(=O)C=1N=C(C=2N(C1)C=C(N2)C2CCOCC2)OC N-indan-4-yl-8-methoxy-2-tetrahydropyran-4-yl-imidazo[1,2-a]pyrazine-6-carboxamide